C(C)(C)(C)C1=CC=C(C(C2=CC=C(C=C2)C(C)(C)C)O)C=C1 4,4'-di-tert-butylbenzhydrol